N-(2-aminophenyl)-4-((4-(((2-phenylcyclopropyl)amino)methyl)piperidin-1-yl)sulfonyl)benzamide TFA Salt OC(=O)C(F)(F)F.NC1=C(C=CC=C1)NC(C1=CC=C(C=C1)S(=O)(=O)N1CCC(CC1)CNC1C(C1)C1=CC=CC=C1)=O